C(C1=CC=CC=C1)OC1C(N([C@@H]2CC[C@H]12)C(=O)OCC1=CC=CC=C1)C(=O)OC 2-benzyl 3-methyl (1R,5S)-4-(benzyloxy)-2-azabicyclo[3.2.0]-heptane-2,3-dicarboxylate